ethyl 2-((2-(4-chlorophenoxy)-2-methylpropyl) oxy)-5-cyano-1,4-dihydropyridine-3-carboxylate ClC1=CC=C(OC(COC=2NC=C(CC2C(=O)OCC)C#N)(C)C)C=C1